CN(C1C[C@@H]2[C@@H](CN(C2)C(=O)OC(C)(C)C)C1)C=1C2=C(N=CN1)N(C=C2)S(=O)(=O)C2=CC=C(C)C=C2 Tert-butyl (3aR,5s,6aS)-5-(methyl(7-tosyl-7H-pyrrolo[2,3-d]pyrimidin-4-yl)amino)hexahydrocyclopenta[c]pyrrole-2(1H)-carboxylate